O-nitroanisole COC1C=CC=CC=1[N+](=O)[O-]